dimethyl-2-imidazolidinone CN1C(N(CC1)C)=O